(S)-7,8-difluoro-2-(4-((6-oxo-5-(trifluoromethyl)-1,6-dihydropyridazin-4-yl)amino)hexyl)-6-(5-(trifluoromethyl)pyrimidin-2-yl)isoquinolin-1(2H)-one FC1=C(C=C2C=CN(C(C2=C1F)=O)CCC[C@H](CC)NC=1C=NNC(C1C(F)(F)F)=O)C1=NC=C(C=N1)C(F)(F)F